4-fluoro-2-methyl-6-nitroaniline FC1=CC(=C(N)C(=C1)[N+](=O)[O-])C